NC1=NC=CC(=C1Cl)SC=1C=CC=2C(=NC=C(N2)N2CCC3(CC2)[C@@H](C2=CC=CC(=C2C3)Cl)N)N1 (S)-1'-(6-((2-amino-3-chloropyridin-4-yl)thio)pyrido[2,3-b]pyrazin-2-yl)-4-chloro-1,3-dihydrospiro[indene-2,4'-piperidine]-1-amine